5-chloro-N-(4-methoxy-benzyl)pyridazin-3-amine ClC=1C=C(N=NC1)NCC1=CC=C(C=C1)OC